4-cyclopropyl-3-iodo-1-((2-(trimethylsilyl)ethoxy)methyl)-1H-pyrrolo[2,3-b]pyridine C1(CC1)C1=C2C(=NC=C1)N(C=C2I)COCC[Si](C)(C)C